fluorine sulfimide [SH2]=N.[F]